12-(1-(2,6-Dioxopiperidin-3-yl)-3-methyl-2-oxo-2,3-dihydro-1H-benzo[d]imidazol-5-yl)dodecanoic acid O=C1NC(CCC1N1C(N(C2=C1C=CC(=C2)CCCCCCCCCCCC(=O)O)C)=O)=O